(2,6-xylyl) phosphate P(=O)(OC1=C(C=CC=C1C)C)([O-])[O-]